2-(4-chlorophenyl)-2-methylpropanoic acid ClC1=CC=C(C=C1)C(C(=O)O)(C)C